4-{[(5,5-dimethyl-4,5-dihydro-1,2-oxazol-3-yl)sulfanyl]methyl}-1-methyl-3-(trifluoromethyl)-1H-pyrazol-5-ol CC1(CC(=NO1)SCC=1C(=NN(C1O)C)C(F)(F)F)C